NC1=CC(=C(CCNC(OC(C)(C)C)=O)C=C1)C[S@](=O)C |r| (±)-tert-butyl (4-amino-2-((methylsulfinyl)methyl)phenethyl)carbamate